2-(2-(2-fluorophenyl)-2-oxoethyl)malononitrile FC1=C(C=CC=C1)C(CC(C#N)C#N)=O